tert-butyl 2-((3-(4-(1,1,2,2-tetrafluoroethoxy)benzyl)-1,2,4-oxadiazol-5-yl)methyl)acrylate FC(C(F)F)(OC1=CC=C(CC2=NOC(=N2)CC(C(=O)OC(C)(C)C)=C)C=C1)F